N[C@H]1CS(C2=C(N(C1=O)CC1=CC=C(C=C1)Cl)C=C(C(=C2)F)C=2N=NN(N2)C(C)(C)C)=O (3R)-3-amino-7-(2-tert-butyltetrazol-5-yl)-5-[(4-chlorophenyl)methyl]-8-fluoro-1-oxo-2,3-dihydro-1λ4,5-benzothiazepin-4-one